6-(4-methoxyphenyl)-7-((1-methyl-1H-pyrazol-3-yl)methoxy)quinazolin-4(3H)-one COC1=CC=C(C=C1)C=1C=C2C(NC=NC2=CC1OCC1=NN(C=C1)C)=O